CN(C1=CC=C(C=C1)C(C1=CC=C(OCCCC(=O)NCCNC(CCC(=O)O)=O)C=C1)C1=CC=C(C=C1)N(C)C)C 4-((2-(4-(4-(bis(4-(dimethylamino)phenyl)methyl)phenoxy)butanamido)ethyl)amino)-4-oxobutanoic acid